C(C)(=O)N1[C@H](CCC1)C#CC=1C(=NC2=C(C(=NC=C2C1N[C@H]1[C@H]2CN([C@@H]1C2)C(=O)OC(C)(C)C)Cl)F)SC tert-Butyl (1R,4R,5S)-5-((3-(((R)-1-acetylpyrrolidin-2-yl)ethynyl)-7-chloro-8-fluoro-2-(methylthio)-1,6-naphthyridin-4-yl)amino)-2-azabicyclo[2.1.1]hexane-2-carboxylate